C(C)C1=CC=C(C=C1)C1=NN(N=C1)C1OCCC1 4-(4-Ethylphenyl)-2-(tetrahydrofuran-2-yl)-2H-1,2,3-triazole